BrC1=C(C(=CC=C1)F)N1N=C(C(=CC1=O)NN)C(=O)NN 1-(2-bromo-6-fluorophenyl)-4-hydrazino-6-oxo-1,6-dihydropyridazine-3-carbohydrazide